N1N=C(N=C1)CNC(C1=NC=C(C=C1Cl)NC(=O)C1=CC(=C(C=C1Cl)C1=C(C=C(C=C1)F)N)F)=O N-((1H-1,2,4-triazol-3-yl)methyl)-5-(2'-amino-5-chloro-2,4'-difluoro-[1,1'-biphenyl]-4-carboxamido)-3-chloropicolinamide